NC1=C(C(=NC=N1)C=1C(=C(C=C(C1)F)NC(C1=C(C=C(C=C1)C1CC1)F)=O)C)OC[C@H]1N(CC1)C#CC (S)-N-(3-(6-amino-5-((1-propynylazetidin-2-yl)methoxy)pyrimidin-4-yl)-5-fluoro-2-methylphenyl)-4-cyclopropyl-2-fluorobenzamide